C(C1=CC=CC=C1)N(C(OC(C)(C)C)=O)C1=NC(=C(C=C1)C=1CCOCC1)COCC1=CC=CC=C1 Tert-Butyl benzyl(6-((benzyloxy)methyl)-5-(3,6-dihydro-2H-pyran-4-yl)pyridin-2-yl)carbamate